(R)-2-(3-(3-((4-methyl-4H-1,2,4-triazol-3-yl)methyl)oxetan-3-yl)phenyl)-6-((2-methylmorpholino)methyl)-4-(trifluoromethyl)isoindolin-1-one CN1C(=NN=C1)CC1(COC1)C=1C=C(C=CC1)N1C(C2=CC(=CC(=C2C1)C(F)(F)F)CN1C[C@H](OCC1)C)=O